C1C(CC2=CC=CC=C12)N1N=C2N(C1=O)[C@@H](CC2)C2=CC=CC=C2 (S)-2-(2,3-dihydro-1H-inden-2-yl)-5-phenyl-2,5,6,7-tetrahydro-3H-pyrrolo[2,1-c][1,2,4]triazol-3-one